1,1'-biphenyl-4-d C1(=CC=C(C=C1)[2H])C1=CC=CC=C1